ClC=1C=NC=C(C1[C@@H](C)OC=1C=C2C(=NNC2=CC1)C=1C=CC(=NC1)N1C[C@H]2N(CC1)C[C@@H](C2)O)Cl (7R,8aS)-2-[5-[5-[(1R)-1-(3,5-dichloro-4-pyridyl)ethoxy]-1H-indazol-3-yl]-2-pyridyl]-3,4,6,7,8,8a-hexahydro-1H-pyrrolo[1,2-a]pyrazin-7-ol